C=C(C)C=1C=C(C=CC1)C1(CC1)C=1NC(C=2CN(CCCC2N1)C(CC=1C=C(C=CC1)C1=CC(=CC=C1)C(F)(F)F)=O)=O 2-(1-(3-(prop-1-en-2-yl)phenyl)cyclopropyl)-6-(2-(3'-(trifluoromethyl)-[1,1'-biphenyl]-3-yl)acetyl)-3,5,6,7,8,9-hexahydro-4H-pyrimido[5,4-c]azepin-4-one